(R)-6-fluoro-2,2,7-trimethyl-5-((1,1,1-trifluoropropan-2-yl)oxy)-4H-benzo[d][1,3]dioxin-4-one FC1=C(C2=C(OC(OC2=O)(C)C)C=C1C)O[C@@H](C(F)(F)F)C